4-[1-(pyridin-3-yl)ethyl]piperazin N1=CC(=CC=C1)C(C)N1CCNCC1